(6-(bis(4-methoxyphenylmethyl)amino)pyridin-3-yl)-2-methylpropan-1-ol COC1=CC=C(C=C1)CN(C1=CC=C(C=N1)C(C(C)C)O)CC1=CC=C(C=C1)OC